3-(4-methylpiperidin-1-yl)propionic acid CC1CCN(CC1)CCC(=O)O